(-)-2-(N-propyl-N-2-thienylethylamino)-5-hydroxytetralin CCCN(CCC1=CC=CS1)[C@H]2CCC3=C(C2)C=CC=C3O